ClC=1C(=C(C(=CC1)N1N=NN=C1)C=1C=CC(=[N+](C1)[O-])C(C[C@@H]1OCCCC1)N1N=CC(=C1)C1=CC=C(C=C1)C(NC1CC1)=O)F |o1:21| 5-(3-Chloro-2-fluoro-6-(1H-tetrazol-1-yl)phenyl)-2-(1-(4-(4-(cyclopropylcarbamoyl)phenyl)-1H-pyrazol-1-yl)-2-((R*)-tetrahydro-2H-pyran-2-yl)ethyl)pyridine 1-oxide